SC(C(C)SC(C(C)O)C)C 3-(3-sulfanylbutan-2-ylsulfanyl)butan-2-ol